tert-butyl (1R,2S)-2-[1-(tert-butoxycarbonyl)-3-[(2-isopropyl-5-methoxypyrimidin-4-yl)amino]indazol-6-yl]-5'-methoxy-2'-oxospiro[cyclopropane-1,3'-indole]-1'-carboxylate C(C)(C)(C)OC(=O)N1N=C(C2=CC=C(C=C12)[C@@H]1C[C@@]12C(N(C1=CC=C(C=C21)OC)C(=O)OC(C)(C)C)=O)NC2=NC(=NC=C2OC)C(C)C